C(C=C)(=O)OCCCCCCCCCCC[Si](C)(C)Cl acryloxyundecylchlorodimethylsilane